ClC1=C(C=O)C=CC=C1 2-chlorobenzaldehyde